FC(CN1C(=NC2=C1C=C(C=C2)C=2C(=CN1N=C(N=C(C12)OC)N[C@@H]1[C@@H](CN(CC1)CCOC)F)F)C)F 5-(1-(2,2-difluoroethyl)-2-methyl-1H-benzo[d]imidazol-6-yl)-6-fluoro-N-((3R,4S)-3-fluoro-1-(2-methoxyethyl)piperidin-4-yl)-4-methoxypyrrolo[2,1-f][1,2,4]triazin-2-amine